C(CCCCCCCCCCC)[Si](OCC)(OCC)C n-dodecylmethyl-diethoxysilane